N-(6-((1H-pyrazol-1-yl)methyl)-4-methoxybenzo[d]isoxazol-3-yl)-7-methoxy-4-methyl-3,4-dihydro-2H-benzo[b][1,4]oxazine-8-sulfonamide N1(N=CC=C1)CC1=CC2=C(C(=NO2)NS(=O)(=O)C2=C(C=CC3=C2OCCN3C)OC)C(=C1)OC